(E)-2-(1-(methylthio)prop-1-en-2-yl)-2-(1-(2-chlorophenyl)vinyl)malononitrile CS\C=C(/C)\C(C#N)(C#N)C(=C)C1=C(C=CC=C1)Cl